NC1CCC(CC1)C(C(F)(F)F)(F)F 4-amino-1-(perfluoroethyl)cyclohexan